COC=1C=2N(C=CC1)N=CC2 4-methoxypyrazolo[1,5-a]pyridin